methyl 5-(3-methoxy-3-oxo-propyl)sulfanylbenzofuran-2-carboxylate COC(CCSC=1C=CC2=C(C=C(O2)C(=O)OC)C1)=O